C1(C(C=CC=C1)=N)=N Benzene-1,2-diimine